COCCC(C(N)CCOC)N Bis(2-methoxyethyl)ethane-1,2-diamine